N,3-diphenyl-1H-indazol-6-amine C1(=CC=CC=C1)NC1=CC=C2C(=NNC2=C1)C1=CC=CC=C1